N-methyl-2-((4-methyl-6-(((2-(2-oxo-3-(3-oxo-3,4-dihydro-2H-pyrido[3,2-b][1,4]oxazin-6-yl)oxazolidin-5-yl)ethyl)amino)methyl)-6,7-dihydro-5H-cyclopenta[c]pyridin-3-yl)oxy)acetamide CNC(COC1=C(C2=C(C=N1)CC(C2)CNCCC2CN(C(O2)=O)C=2C=CC=1OCC(NC1N2)=O)C)=O